4-aminobutyl-(Z)-3-((4-((2-(diethylamino) ethyl) carbamoyl)-3,5-dimethyl-1H-pyrrol-2-yl) methylene)-5-fluoro-2-oxoindoline-1-carboxylate hydrochloride Cl.NCCCCOC(=O)N1C(\C(\C2=CC(=CC=C12)F)=C/C=1NC(=C(C1C)C(NCCN(CC)CC)=O)C)=O